FC1=CC=C(C=C1)C1=C(C(=C(C=C1)C)C=1C(NC2(C1O)CCOCC2)=O)C 3-(4'-fluoro-2,4-dimethylbiphenyl-3-yl)-4-hydroxy-8-oxa-1-azaspiro[4.5]-decan-3-en-2-one